(3S)-3-(2-(5-(2-(dimethylamino)ethyl)-2-oxo-4-(trifluoromethyl)pyridin-1(2H)-yl)-4-methylpentanamido)-3-(4-fluoro-2',5,6'-trimethyl-[1,1'-biphenyl]-3-yl)propanoic acid CN(CCC=1C(=CC(N(C1)C(C(=O)N[C@@H](CC(=O)O)C=1C=C(C=C(C1F)C)C1=C(C=CC=C1C)C)CC(C)C)=O)C(F)(F)F)C